(S)-2-(2-((R)-3-methoxypyrrolidine-1-carbonyl)-6-(3-methyl-1H-pyrrolo[2,3-b]pyridin-5-yl)-1,2,3,4-tetrahydroisoquinolin-8-yl)pyrrolidine-1-carboxylic acid tert-butyl ester C(C)(C)(C)OC(=O)N1[C@@H](CCC1)C=1C=C(C=C2CCN(CC12)C(=O)N1C[C@@H](CC1)OC)C=1C=C2C(=NC1)NC=C2C